3-(quinoxalin-6-yl)-1-(4'-(trifluoromethyl)-[1,1'-biphenyl]-4-yl)prop-2-en-1-one N1=CC=NC2=CC(=CC=C12)C=CC(=O)C1=CC=C(C=C1)C1=CC=C(C=C1)C(F)(F)F